2-Methyl-2-(3-methyl-4-((4-(4-(trifluoromethyl)phenyl)piperazin-1-yl)methyl)phenoxy)propanoic acid CC(C(=O)O)(C)OC1=CC(=C(C=C1)CN1CCN(CC1)C1=CC=C(C=C1)C(F)(F)F)C